N(=[N+]=[N-])C(C)(C)C1=C2C=C(N=CC2=C(C=C1)OC(C)CCS(=O)(=O)C)Cl 5-(2-azidopropan-2-yl)-3-chloro-8-((4-(methylsulfonyl)butan-2-yl)oxy)isoquinoline